FC1=CC(=NC=C1)C=1N=C(C2=C(N1)CCC2)N(CC(=O)OCC)C ethyl N-(2-(4-fluoropyridin-2-yl)-6,7-dihydro-5H-cyclopenta[d]pyrimidin-4-yl)-N-methylglycinate